Cl.Cl.Cl.Cl.CCC propane 4HCl